FC=1C(=C(C=C(C1)C)N=C=O)C 3-fluoro-2,5-dimethylphenyl isocyanate